3-Methyl-1-ethyl-2-phospholene-1-oxide CC1=CP(CC1)(CC)=O